tert-butyl ((1R,3S)-3-(4-(2-fluoro-4-((3-(3-(trifluoromethyl)-1H-pyrazol-4-yl)imidazo[1,2-a]pyrazin-8-yl)amino)benzoyl)piperazine-1-carbonyl)cyclopentyl)carbamate FC1=C(C(=O)N2CCN(CC2)C(=O)[C@@H]2C[C@@H](CC2)NC(OC(C)(C)C)=O)C=CC(=C1)NC=1C=2N(C=CN1)C(=CN2)C=2C(=NNC2)C(F)(F)F